ClC1=NC=C(C(=C1)N1C[C@H](CCC1)NC(OC(C)(C)C)=O)C1=CC2=C(NC(CO2)=O)C=C1 tert-butyl N-[(3S)-1-[2-chloro-5-(3-oxo-4H-1,4-benzoxazin-7-yl)-4-pyridyl]-3-piperidyl]carbamate